C(C)(=O)N[C@@H](CCCCN)C(=O)O E-N-acetyl-lysine